2,6-dimethyl-1,4-dihydropyridine-3,5-dicarboxylic acid diethyl ester C(C)OC(=O)C1=C(NC(=C(C1)C(=O)OCC)C)C